[Si](C)(C)(C(C)(C)C)OCCSCCC(C(=O)O)(C)C1=CC(=CC=C1)\C=C\C(=O)OCC (E)-4-((2-((tert-butyldimethylsilyl)oxy)ethyl)thio)-2-(3-(3-ethoxy-3-oxoprop-1-en-1-yl)phenyl)-2-methylbutanoic acid